FC(C(=O)N1CC(C1)OC(=O)N1CC2CCC(C1)C2NC2=CC(=NC=1N2N=CC1C(C)C)NC1CCOCC1)=C 8-((3-isopropyl-5-((tetrahydro-2H-pyran-4-yl)amino)pyrazolo[1,5-a]pyrimidin-7-yl)amino)-3-azabicyclo[3.2.1]octane-3-carboxylic acid 1-(2-fluoroacryloyl)azetidin-3-yl ester